C(C1=CC=CC=C1)(=O)OC[C@H]1O[C@@H]([C@@H]([C@@]1(O)C#C)O)N1N=CC=2C1=NC(=CC2N2C[C@@H]1[C@H](C2)CCC1)Cl |&1:12| ((2R,3S,4R,SR)-5-(6-chloro-4-((3aR,6aS)-hexahydrocyclopenta[c]pyrrol-2(1H)-yl)-1H-pyrazolo[3,4-b]pyridin-1-yl)-3-ethynyl-3,4-dihydroxytetrahydrofuran-2-yl)methyl benzoate